3-chloro-4-(methylthio)benzamide ClC=1C=C(C(=O)N)C=CC1SC